2-(1-(3-isopropylphenyl)vinyl)-10H-phenothiazine C(C)(C)C=1C=C(C=CC1)C(=C)C1=CC=2NC3=CC=CC=C3SC2C=C1